ClC(S(=O)(=O)N(C1=CC=C(C=C1)C)S(=O)(=O)N(C)C)(F)Cl 1,1-dichloro-N-((dimethylamino)-sulfonyl)-1-fluoro-N-(4-methylphenyl)-methanesulfonamide